(3S)-3-[9H-fluoren-9-ylmethoxycarbonyl(methyl)Amino]-4-morpholin-4-yl-4-oxobutanoic acid C1=CC=CC=2C3=CC=CC=C3C(C12)COC(=O)N([C@@H](CC(=O)O)C(=O)N1CCOCC1)C